3-[4-(4-Methoxy-phenyl)-2,5-dioxo-imidazolidin-4-yl]-propionic acid COC1=CC=C(C=C1)C1(NC(NC1=O)=O)CCC(=O)O